CN(CCC1(CC=C(C=C1)N)NC)C 1-(2-(dimethylamino)ethyl)-N1-methylbenzene-1,4-diamine